2-chloro-9,9-dimethyl-9H-thioxanthene ClC1=CC=2C(C3=CC=CC=C3SC2C=C1)(C)C